[1,8]naphthyridin-2(1H)-one N1C(C=CC2=CC=CN=C12)=O